N1(N=CC=C1)CC=1C=CC(=NC1OC)C(=O)NS(=O)(=O)C1=C(C=CC(=C1)C1(CCC1)O)OC 5-((1H-pyrazol-1-yl)methyl)-N-((5-(1-hydroxycyclobutyl)-2-methoxyphenyl)sulfonyl)-6-methoxypicolinamide